2-trifluoromethyl-2-(4-methylphenyl)oxirane FC(C1(OC1)C1=CC=C(C=C1)C)(F)F